tert-butyl 2-(5-bromopyridin-3-yl)-7-hydroxy-2,6,6-trimethylheptanoate BrC=1C=C(C=NC1)C(C(=O)OC(C)(C)C)(CCCC(CO)(C)C)C